(2'S,3S,4'S,5'R)-1-(4-(1H-tetrazol-5-yl)benzyl)-5-chloro-4'-(2-chlorophenyl)-N-(6-Hydroxypyridin-3-yl)-2'-neopentylspiro[indoline-3,3'-pyrrolidine]-5'-carboxamide N1N=NN=C1C1=CC=C(CN2C[C@@]3([C@@H](N[C@H]([C@@H]3C3=C(C=CC=C3)Cl)C(=O)NC=3C=NC(=CC3)O)CC(C)(C)C)C3=CC(=CC=C23)Cl)C=C1